ClC=1C(=CC(=C(C(=O)NC=2C=NNC(C2)=O)C1)OC1=C(C=C(C=C1)F)OC1CC1)C(F)(F)F 5-chloro-2-(2-cyclopropyloxy-4-fluorophenoxy)-N-(6-oxo-1,6-dihydropyridazin-4-yl)-4-(trifluoromethyl)benzamide